3,4-diphenyl-furoxan C1(=CC=CC=C1)C1=[N+](ON=C1C1=CC=CC=C1)[O-]